FC=1C=C(C=CC1F)C[C@@H](CN1CCC2(CS(C2)(=O)=O)CC1)C (S)-7-(3-(3,4-Difluorophenyl)-2-methylpropyl)-2-thia-7-azaspiro[3.5]nonane 2,2-dioxide